ClC1=C(C(=CC=C1)Cl)CCN 2,6-dichlorophenylethylamine